[Na+].C(C)(=O)N[C@@H](CC1=CNC2=CC=CC=C12)C(=O)[O-] |r| N-acetyl-DL-tryptophan sodium salt